2-amino-2-(4-fluorocyclohexyl)-N-(4-((S)-2-methoxy-1-((S)-2-oxo-4-(trifluoromethyl)imidazolidin-1-yl)ethyl)pyridin-2-yl)acetamide NC(C(=O)NC1=NC=CC(=C1)[C@@H](COC)N1C(N[C@@H](C1)C(F)(F)F)=O)C1CCC(CC1)F